3-(4-(3-(1,3-dimethyl-2,6-dioxo-1,2,3,6-tetrahydro-7H-purin-7-yl)propoxy)-3-methoxyphenyl)acrylic acid CN1C(N(C=2N=CN(C2C1=O)CCCOC1=C(C=C(C=C1)C=CC(=O)O)OC)C)=O